COC=C methoxy-ethene